ethyl (2-cyano-2-(2-(3-bromo-5-chloro-4-((5-di(trideuteromethyl)methyl-6-oxo-1,6-dihydropyridazin-3-yl)oxy)phenyl)hydrazono)acetyl)carbamate C(#N)C(C(=O)NC(OCC)=O)=NNC1=CC(=C(C(=C1)Cl)OC1=NNC(C(=C1)C(C([2H])([2H])[2H])C([2H])([2H])[2H])=O)Br